FC=1C=C(C=C(C1)F)[C@@H]1CC[C@H]2SC3(C(N21)=O)CCNCC3 (5'S,7a'R)-5'-(3,5-difluorophenyl)tetrahydro-3'H-spiro[piperidine-4,2'-pyrrolo[2,1-b]thiazol]-3'-one